C(C)OC=1C=C(C=CC1OC)/C=C/C(=O)C1=CC=C(C=C1)N1CCC(CC1)O (E)-3-(3-Ethoxy-4-methoxyphenyl)-1-[4-(4-hydroxypiperidin-1-yl)phenyl]prop-2-en-1-one